tert-Butyl 9'-((2-chloro-4-phenoxyphenyl)(hydroxy)methyl)-3'-oxo-1',3',4',7'-tetrahydrospiro[pyrrolidine-3,2'-pyrrolo[3',2':5,6]pyrido[3,4-b]pyrazine]-1-carboxylate ClC1=C(C=CC(=C1)OC1=CC=CC=C1)C(C1=CNC2=C1C1=C(NC(C3(N1)CN(CC3)C(=O)OC(C)(C)C)=O)C=N2)O